FC1=C(C=CC(=C1)F)C1=CC(=NO1)C(=O)NC1(CN(C1)C1CCC(CC1)(C)O)CC(=O)NC(C)(C)C1=CC(=CC=C1)OC 5-(2,4-difluorophenyl)-N-(1-(4-hydroxy-4-methylcyclohexyl)-3-(2-((2-(3-methoxyphenyl)propan-2-yl)amino)-2-oxoethyl)azetidin-3-yl)isoxazole-3-carboxamide